1,2,4,5-dithiadiazine S1SC=NN=C1